5-(((1H-indol-3-yl)methyl)amino)-3-amino-N-carbamimidoyl-6-phenylpyrazine-2-carboxamide hydrochloride Cl.N1C=C(C2=CC=CC=C12)CNC=1N=C(C(=NC1C1=CC=CC=C1)C(=O)NC(N)=N)N